ClCC(=C)C1=CC=CC=C1 α-chloromethylstyrene